(1R)-1-[2-[3-(difluoromethoxy)-5-methyl-pyrazol-1-yl]-6-[5-[(6-methylpyridazin-3-yl)amino]-6-(oxetan-3-yloxy)benzimidazol-1-yl]-3-pyridyl]ethanol FC(OC1=NN(C(=C1)C)C1=NC(=CC=C1[C@@H](C)O)N1C=NC2=C1C=C(C(=C2)NC=2N=NC(=CC2)C)OC2COC2)F